The molecule is an amino trisaccharide consisting of alpha-L-fucopyranose, beta-D-galactopyranose and 2-acetamideo-2,3-dideoxy-beta-D-xylo-hexopyranose residues joined in sequence by (1->2) and (1->4) glycosidic bonds. It is an amino sugar, an amino trisaccharide and a member of acetamides. C[C@H]1[C@H]([C@H]([C@@H]([C@@H](O1)O[C@@H]2[C@H]([C@H]([C@H](O[C@H]2O[C@@H]3C[C@H]([C@@H](O[C@@H]3CO)O)NC(=O)C)CO)O)O)O)O)O